N-(4-((5-(benzofuran-5-yl)-2-methoxyphenyl)amino)-7-methoxy-quinazolin-6-yl)acrylamide O1C=CC2=C1C=CC(=C2)C=2C=CC(=C(C2)NC2=NC=NC1=CC(=C(C=C21)NC(C=C)=O)OC)OC